N(=[N+]=[N-])[C@@H]1CC[C@H](OC1O)[C@@H](C)N(C(OCC1=CC=CC=C1)=O)CC1=CC=CC=C1 Benzyl N-[(1R)-1-[(2S,5R)-5-azido-6-hydroxy-tetrahydropyran-2-yl]ethyl]-N-benzyl-carbamate